(2S)-2-cyclopropylpiperazine C1(CC1)[C@@H]1NCCNC1